tert-butyl (1-(4-methylbenzyl)-3-(1-((1-methylethyl)sulfonamido)-3-(p-tolyl)propan-2-yl)-1,3-dihydro-2H-benzo[d]imidazol-2-ylidene)carbamate CC1=CC=C(CN2C(N(C3=C2C=CC=C3)C(CNS(=O)(=O)C(C)C)CC3=CC=C(C=C3)C)=NC(OC(C)(C)C)=O)C=C1